methyl 4-(((trifluoromethyl)sulfonyl)oxy)-5,6-dihydro-2H-thiopyran-3-carboxylate FC(S(=O)(=O)OC1=C(CSCC1)C(=O)OC)(F)F